CN1C(C(=C(C=C1C)[O-])NC(N[C@@H](CC(=O)[O-])C1=CC(=CC=C1)CC1=C(C=CC=C1)C)=O)=O.[Na+].[Na+] sodium (S)-3-(3-(1,6-dimethyl-4-oxido-2-oxo-1,2-dihydropyridin-3-yl)ureido)-3-(3-(2-methyl benzyl)phenyl)propanoate